1-Benzyl 4-tert-butyl 2-((((1R,3S)-3-(methoxycarbonyl)cyclopentyl)amino)methyl)piperazine-1,4-dicarboxylate COC(=O)[C@@H]1C[C@@H](CC1)NCC1N(CCN(C1)C(=O)OC(C)(C)C)C(=O)OCC1=CC=CC=C1